C1CCC2=C(C=3CCCC3C=C12)NC(=O)N[C@@H](C(=O)OC)CCC(=O)OC 1,5-dimethyl (2R)-2-{[(1,2,3,5,6,7-hexahydro-s-indacen-4-yl)carbamoyl]amino}pentanedioate